BrC=1N=C(N2C1C(=NC=C2)Cl)C2=C(C=CC=C2F)F 1-bromo-8-chloro-3-(2,6-difluorophenyl)imidazo[1,5-a]pyrazine